C(C1=CC=CC=C1)NC1=NS(C2=C(N1)C(=CS2)C2=C(C(=CC=C2)F)F)(=O)=O N-Benzyl-5-(2,3-difluorophenyl)-1,1-dioxo-4H-thieno[3,2-e][1,2,4]thiadiazin-3-amine